NC=1C=CC(=NC1)C(C(C)(C1=NC=C(C=N1)C)C)=O 1-(5-aminopyridin-2-yl)-2-methyl-2-(5-Methylpyrimidin-2-yl)propan-1-one